FC(C(=O)[O-])(F)F.COC=1C=C(C=CC2=NC(=NC(=C2)C=CC2=CC(=CC=C2)OC)OCCNC(=[NH2+])N)C=CC1 2-(4,6-bis(3-methoxystyryl)pyrimidin-2-oxy)ethylguanidinium trifluoroacetate